C[C@H]1CC[C@@H](NC1)C=1C=CC2=C(N=C(S2)C2CN(C(C2)(C)C)C)C1 5-[(2R,5S)-5-methyl-2-piperidyl]-2-(1,5,5-trimethylpyrrolidin-3-yl)-1,3-benzothiazole